24-[hydroxy(2-methylphenyl)methyl]-5alpha-cholane OC(CCC[C@@H](C)[C@H]1CC[C@H]2[C@@H]3CC[C@H]4CCCC[C@]4(C)[C@H]3CC[C@]12C)C1=C(C=CC=C1)C